O=C1N=C(C2=C(N1)C=CC(=N2)C#N)N2CCOCC1=C2C=CC=C1C#CC1(CC1)C(F)(F)F 2-oxo-4-(6-((1-(trifluoromethyl)cyclopropyl)ethynyl)-2,3-dihydrobenzo[e][1,4]oxazepine-1(5H)-yl)-1,2-dihydropyrido[3,2-d]pyrimidine-6-carbonitrile